OC1=CC=C(C=C1)C(C)(C1=CC=C(C=C1)O)C1=CC=C(C(C)(C)C2=C(C=CC=C2)O)C=C1 (4-(1,1-bis(p-hydroxyphenyl)-ethyl)α,α-dimethylbenzyl)phenol